(1S,3S,5S)-N-[(1R)-1-(4-carbamimidoylthiophen-2-yl)ethyl]-2-(2-{[4-(4-fluorophenoxy)phenyl]formamido}acetyl)-5-methyl-2-azabicyclo[3.1.0]hexane-3-carboxamide C(N)(=N)C=1C=C(SC1)[C@@H](C)NC(=O)[C@H]1N([C@H]2C[C@]2(C1)C)C(CNC(=O)C1=CC=C(C=C1)OC1=CC=C(C=C1)F)=O